BrCC1=CC(=C(C=C1)[N+](=O)[O-])CBr 1,3-bisbromomethyl-4-nitrobenzene